FC(C1=CC=C(C=C1)C1=NN=C(C2=CC=CC=C12)NCC1(CC1)NC(OC(C)(C)C)=O)(F)F tert-butyl (1-(((4-(4-(trifluoromethyl)phenyl)phthalazin-1-yl)amino)methyl)cyclopropyl)carbamate